(S)-pivalic acid 4-(4-((1-(3-fluoropropyl) pyrrolidin-3-yl) oxy) phenyl)-2H-thiochromen-7-yl ester FCCCN1C[C@H](CC1)OC1=CC=C(C=C1)C1=CCSC2=CC(=CC=C12)OC(C(C)(C)C)=O